N-(4-((4-(3,6-dihydro-2H-pyran-2-yl)-4-phenethylpiperidin-1-yl)methyl)phenyl)acetamide O1C(CC=CC1)C1(CCN(CC1)CC1=CC=C(C=C1)NC(C)=O)CCC1=CC=CC=C1